P(=O)(OC(COC1=NC(=C2N=C(N(C2=N1)C1=CC=C(C=C1)Cl)C1=C(C=CC=C1)Cl)N1CC(C1)(C)NC(C)=O)(C)C)(O)O 1-((6-(3-acetamido-3-methylazetidin-1-yl)-8-(2-chlorophenyl)-9-(4-chlorophenyl)-9H-purin-2-yl)oxy)-2-methylpropan-2-yl dihydrogen phosphate